(1R,3S)-(+)-camphorat C([C@@]1(C)C(C)(C)[C@@H](C(=O)[O-])CC1)(=O)[O-]